CC1=CC=C2C(NN=C(C2=C1)C1=CC2=C(NC(=N2)NC(OC)=O)C=C1)=O Methyl (5-(7-methyl-4-oxo-3,4-dihydrophthalazin-1-yl)-1H-benzimidazol-2-yl)carbamate